C1(CCCCC1)NC=1C2=C(N=CC1C1=CC(=CC(=C1)C)C)NC=C2 N-cyclohexyl-5-(3,5-dimethylphenyl)-1H-pyrrolo[2,3-b]pyridin-4-amine